FC1=CC2=C(B(O[C@@H]2C)O)C=C1 (R)-5-fluoro-3-methylbenzo[c][1,2]oxaborol-1(3H)-ol